C(=O)(O)C(C)(C)SC(=S)SC(C(=O)O)(C)C 2-(1-carboxy-1-methylethylsulfanylthiocarbonylsulfanyl)-2-methylpropionic acid